N1N=CC2=C1N=CC=C2N 1H-pyrazolo[3,4-b]pyridine-4-amine